(S)-2-((7-(6-((4-chloro-2-fluorobenzyl)oxy)pyridin-2-yl)-1H-indol-4-yl)methyl)-1-(oxetan-2-ylmethyl)-1H-benzo[d]imidazole-6-carboxylate ClC1=CC(=C(COC2=CC=CC(=N2)C=2C=CC(=C3C=CNC23)CC2=NC3=C(N2C[C@H]2OCC2)C=C(C=C3)C(=O)[O-])C=C1)F